ClCC(=O)C1=CNC2=CC=CC=C12 2-chloro-1-(1H-indol-3-yl)ethan-1-one